(1R,2R,4S,5S)-3-(1H-indol-5-yl)-9-methyl-3,9-diazatricyclo[3.3.1.02,4]nonane N1C=CC2=CC(=CC=C12)N1[C@@H]2[C@H]3CCC[C@@H]([C@H]12)N3C